FC1=C(C=CC(=C1)F)C=1C2=C(N=CN1)NC(=C2)C2=CC=C(CCN1CCC3(CN(C3)C(C=C)=O)CC1)C=C2 1-(7-(4-(4-(2,4-difluorophenyl)-7H-pyrrolo[2,3-d]pyrimidin-6-yl)phenethyl)-2,7-diazaspiro[3.5]non-2-yl)prop-2-en-1-one